2,2,2-trifluoro-1-(2-(4-fluorophenyl)-3-(2-methylpyridin-4-yl)-6,7-dihydropyrazolo[1,5-a]pyrazin-5(4H)-yl)ethan-1-one FC(C(=O)N1CC=2N(CC1)N=C(C2C2=CC(=NC=C2)C)C2=CC=C(C=C2)F)(F)F